CO[C@@H]1OCCC[C@]12[C@@H](C=C(CC2)C)C |r| (±)-(1R*,6R*,7R*)-1-methoxy-7,9-dimethyl-2-oxaspiro[5.5]undec-8-ene